6,7-dichloro-3-(2-(dimethylamino)ethyl)-1,3,4,9-tetrahydro-[1,2,6]thiadiazino[4,3-g]indole 2,2-dioxide ClC=1C=2C(=CNC2C2=C(C1)CN(S(N2)(=O)=O)CCN(C)C)Cl